C(C)(C)(C)OC(CC[C@H](NC(=O)OCC1=CC=CC=2C3=CC=CC=C3CC12)C(=O)O)=O N-fluorenylmethoxycarbonyl-L-glutamic acid-5-tert-butyl ester